N-Nonylpyrrolidinium methansulfonat CS(=O)(=O)[O-].C(CCCCCCCC)[NH+]1CCCC1